N1CCC(CC1)CN[C@H]1[C@@H](C1)C=1C=C2CCN(C2=CC1)C(CCCC)=O trans-1-(5-(2-(piperidin-4-ylmethyl-amino)cyclopropyl)indolin-1-yl)pentan-1-one